4-((2,4-dimethoxybenzyl)amino)-N-(6-methyl-1-((perfluorophenyl)amino)isoquinolin-5-yl)quinoline COC1=C(CNC2=CCN(C3=CC=CC=C23)C2=C3C=CN=C(C3=CC=C2C)NC2=C(C(=C(C(=C2F)F)F)F)F)C=CC(=C1)OC